(S)-N-(2-methyl-5-(3-methyl-[1,2,4]triazolo[4,3-b]pyridazin-6-yl)phenyl)-3-phenylisooxazolidine-2-carboxamide CC1=C(C=C(C=C1)C=1C=CC=2N(N1)C(=NN2)C)NC(=O)N2OCC[C@H]2C2=CC=CC=C2